4-(2-(1-(4-bromophenyl)pyrrolidin-2-yl)phenoxy)-1-methylpiperidine BrC1=CC=C(C=C1)N1C(CCC1)C1=C(OC2CCN(CC2)C)C=CC=C1